1-(4-(2-methoxyethoxy)phenyl)piperazine hydrochloride Cl.COCCOC1=CC=C(C=C1)N1CCNCC1